14-hydroxy-4,6,8,10,12-pentamethylpentadecyl butyloxymethyl ether C(CCC)OCOCCCC(CC(CC(CC(CC(CC(C)O)C)C)C)C)C